4-{4-[3-(Difluoromethyl)-5-(trifluoromethyl)phenoxy]-3-methoxyphenyl}-2H,4H,5H,6H,7H-pyrazolo[3,4-b]pyridin-6-one FC(C=1C=C(OC2=C(C=C(C=C2)C2C=3C(NC(C2)=O)=NNC3)OC)C=C(C1)C(F)(F)F)F